1-Dodecyl-1-butylpyrrolidinium triflat [O-]S(=O)(=O)C(F)(F)F.C(CCCCCCCCCCC)[N+]1(CCCC1)CCCC